N1=C(C=CC=C1)C1=NN(C=C1)C=1C=C(C(=O)O)C=CC1 3-(3-pyridin-2-yl-1H-pyrazol-1-yl)benzoic acid